4-[5-[(3-chloro-2-methoxy-5-methoxycarbonyl-phenyl)sulfonylamino]-2,4-difluoro-phenyl]isoindoline-2-carboxylic acid tert-butyl ester C(C)(C)(C)OC(=O)N1CC2=CC=CC(=C2C1)C1=C(C=C(C(=C1)NS(=O)(=O)C1=C(C(=CC(=C1)C(=O)OC)Cl)OC)F)F